O1C(CCCC1)N1N=CC=C1C1=NC=CC(=C1N)NC1CCOCC1 2-(1-(tetrahydropyran-2-yl)-1H-pyrazol-5-yl)-N4-(tetrahydropyran-4-yl)pyridine-3,4-diamine